ClC=1C=CC(=C(C1)C1=CC=NC=C1Cl)N1N=NC(=C1)Cl 4-(5-Chloro-2-(4-chloro-1H-1,2,3-triazol-1-yl)phenyl)-5-chloropyridin